FC(OC1=C(C=C(C=C1)N1N=C(C(=C1CC)C(=O)OCC)C)C1=NC=CC=C1)F ethyl 1-[4-(difluoromethoxy)-3-(2-pyridyl)phenyl]-5-ethyl-3-methyl-pyrazole-4-carboxylate